N-(2-aminooxyethyl)carboxamide NOCCNC=O